FC(C(C)NC(C)C(F)(F)F)(F)F bis-(α-trifluoromethyl-ethyl)amine